C1OOOO1 trioxymethylene ether